(S)-7-chloro-2-(1-cyclopropylethyl)-5-(3-(2,5-dimethyl-1H-pyrrol-1-yl)-1-methyl-1H-pyrazol-5-yl)isoindolin-1-one ClC=1C=C(C=C2CN(C(C12)=O)[C@@H](C)C1CC1)C1=CC(=NN1C)N1C(=CC=C1C)C